C(C1=CC=CC=C1)(=O)NC(C)(C)C benzoyl-tert-butylamine